COC1=CC2=C(N=C[C@H]3N(C2=O)CCCC3)C=C1OCCCC(=O)NC=1N=C(N(C1)C)C(=O)NC1=CC=C(C(=O)OC)C=C1 methyl (S)-4-(4-(4-((2-methoxy-12-oxo-6a,7,8,9,10,12-hexahydrobenzo[e]pyrido-[1,2-a][1,4]diazepin-3-yl)oxy)butanamido)-1-methyl-1H-imidazole-2-carboxamido)-benzoate